[Na+].NC1=C(C=C(C=2C(C3=CC=CC=C3C(C12)=O)=O)NC1=CC=CC=C1)S(=O)(=O)[O-] 1-amino-9,10-dioxo-4-phenylaminoanthracene-2-sulfonic acid sodium salt